3-(N-(4-bromophenyl)sulfamoyl)-N-(2-methylbenzo[d]oxazol-5-yl)benzamide BrC1=CC=C(C=C1)NS(=O)(=O)C=1C=C(C(=O)NC=2C=CC3=C(N=C(O3)C)C2)C=CC1